C(CNC(OC(C)(C)C)=O)NC(OCC1=CC=C(C=C1)NC([C@H](C)NC([C@H](C(C)C)NC(CBr)=O)=O)=O)=O 4-((S)-2-((S)-2-(2-bromoacetamido)-3-methylbutanamido)propanamido)benzyl tert-butyl ethane-1,2-diyldicarbamate